indoloquinolinedione N1C(C(C=C2C=CC=3C(=C12)C=1C=CC=CC1N3)=O)=O